2,3-undecandiol CC(C(CCCCCCCC)O)O